C(N)(=O)C1=C(C=CC=C1Cl)N1C(C(C2=CC=C(C=C12)N1CCN(CC1)C(=O)OC(C)(C)C)(C)C)=O tert-butyl 4-(1-(2-carbamoyl-3-chlorophenyl)-3,3-dimethyl-2-oxoindolin-6-yl)piperazine-1-carboxylate